CC(CO)CC 2-methylbutyl alcohol